N2-Acetyl-N-(2-aminoethyl)-N6-(tert-butoxycarbonyl)-L-lysinamide C(C)(=O)N[C@@H](CCCCNC(=O)OC(C)(C)C)C(=O)NCCN